CSC(O)=S.C(SC)(O)=S methyl dithiocarbonate (methyl dithiocarbonate)